Methyl Undecanoate Chloride [Cl-].C(CCCCCCCCCC)(=O)OC